FC1=C(C=C(C=C1)[N+](=O)[O-])CS(=O)(=O)[O-].[Na+] sodium (2-fluoro-5-nitrophenyl)methanesulfonate